4-(trifluoromethyl)-4,5-dihydropyridazin-3(2H)-one FC(C1C(NN=CC1)=O)(F)F